C(CC#CCCCCC)OC(CCCCCCC)=O octanoic acid non-3-yn-1-yl ester